Methyl 3-(3-(4-((4-fluorophenyl)carbamoyl)phenoxy)azetidin-1-yl)-2-(1H-pyrrol-1-yl)benzoate FC1=CC=C(C=C1)NC(=O)C1=CC=C(OC2CN(C2)C=2C(=C(C(=O)OC)C=CC2)N2C=CC=C2)C=C1